hydrochloric acid, hydrate O.Cl